4-(benzyloxy)-5-bromo-3-(tert-butyl)-1H-pyrazole C(C1=CC=CC=C1)OC=1C(=NNC1Br)C(C)(C)C